trifluoro-propyl-methyl-dimethoxysilane FC(O[Si](OC)(C)CCC)(F)F